2-(4-cyclopropyl-6-methoxypyrimidin-5-yl)-6-((4-(1-isopropyl-4-(trifluoromethyl)-1H-imidazol-2-yl)benzyl)oxy)-7-(tetrahydro-2H-pyran-2-yl)-7H-purine C1(CC1)C1=NC=NC(=C1C1=NC(=C2N(C=NC2=N1)C1OCCCC1)OCC1=CC=C(C=C1)C=1N(C=C(N1)C(F)(F)F)C(C)C)OC